6-Bromo-2-methyl-7-(trifluoromethyl)-2,3-dihydro-[1,3]thiazolo[3,2-a]pyrimidin-5-one BrC1=C(N=C2N(C1=O)CC(S2)C)C(F)(F)F